5,8-dihydro-6H-pyrano[3,4-b]pyridine-4-carbonitrile N1=C2C(=C(C=C1)C#N)CCOC2